BrC1=C(C=C(NC2=NC=C(C(=N2)N[C@H]2[C@@H](CCCC2)C#N)C)C=C1Cl)CO[Si](C)(C)C(C)(C)C (trans)-2-[[2-[4-bromo-3-[[tert-butyl(dimethyl)silyl]oxymethyl]-5-chloro-anilino]-5-methyl-pyrimidin-4-yl]amino]cyclohexane-1-carbonitrile